1-methyl-7-(1-methylpropyl)naphthalene CC1=CC=CC2=CC=C(C=C12)C(CC)C